(2,6-Dichloropyridin-4-yl)methyl (S)-2-amino-3-(6-methoxypyridin-3-yl)propanoate dihydrochloride Cl.Cl.N[C@H](C(=O)OCC1=CC(=NC(=C1)Cl)Cl)CC=1C=NC(=CC1)OC